m-nitro-o-methylacetanilide acetate C(C)(=O)O.[N+](=O)([O-])C=1C(=C(NC(C)=O)C=CC1)C